Benzyl (3S)-3-(aminomethyl)-3,4-dihydroisoquinoline-2(1H)-carboxylate NC[C@H]1N(CC2=CC=CC=C2C1)C(=O)OCC1=CC=CC=C1